5-chloro-2-fluoro-N-(2-fluoro-4-{3-methyl-4-[(1-methylpiperidin-4-yl)oxy]-1H-pyrazolo[3,4-d]pyrimidin-6-yl}phenyl)benzenesulfonamide ClC=1C=CC(=C(C1)S(=O)(=O)NC1=C(C=C(C=C1)C1=NC(=C2C(=N1)NN=C2C)OC2CCN(CC2)C)F)F